CC(CC)C1C(CCCC1)=O 2-(1-methylpropyl)cyclohexanone